(E)-N,N-diethyl-2-((3-chloro-1,4-dioxo-1,4-dihydronaphthalen-2-yl)methylene)pentanamide C(C)N(C(/C(/CCC)=C/C=1C(C2=CC=CC=C2C(C1Cl)=O)=O)=O)CC